C[NH+](CCCCCCCCCCCCCCCCCC)CCCCCCCCCCCCCCCCCC.B(OC1=C(C(=C(C(=C1F)F)F)F)F)([O-])[O-].C[NH+](CCCCCCCCCCCCCCCCCC)CCCCCCCCCCCCCCCCCC (pentafluorophenyl) borate-methyl-dioctadecyl-ammonium salt